2-bromo-2-(4-chloro-2-methoxyphenyl)-1-(4-fluoro-6-methoxy-5-methyl-1H-indol-3-yl)ethanone BrC(C(=O)C1=CNC2=CC(=C(C(=C12)F)C)OC)C1=C(C=C(C=C1)Cl)OC